6-bromo-1-(tert-butyl)-1H-benzo[d]Imidazole BrC=1C=CC2=C(N(C=N2)C(C)(C)C)C1